2-chloro-5,6-dimethyl-N-phenethylpyrimidin-4-amine ClC1=NC(=C(C(=N1)NCCC1=CC=CC=C1)C)C